L-threonine methyl ester COC([C@@H](N)[C@H](O)C)=O